tert-butyl (2-(1-methyl-1H-imidazol-4-yl)-4-(4-methyl-2,5-dioxoimidazolidin-4-yl)phenyl)(4-(trifluoromethyl)phenyl)carbamate CN1C=NC(=C1)C1=C(C=CC(=C1)C1(NC(NC1=O)=O)C)N(C(OC(C)(C)C)=O)C1=CC=C(C=C1)C(F)(F)F